5,8-di(2-thienyl)pyrazino[2,3-D]pyridazine S1C(=CC=C1)C1=C2C(=C(N=N1)C=1SC=CC1)N=CC=N2